OCC[C@H]1C([C@H]1CC(C)O)(C)C 1-((1S,3R)-3-(2-hydroxyethyl)-2,2-dimethylcyclopropyl)propan-2-ol